Benzyl 6-(4-Fluorophenyl)-5-Azaspiro[2.5]Oct-6-Ene-5-carboxylate FC1=CC=C(C=C1)C=1N(CC2(CC2)CC1)C(=O)OCC1=CC=CC=C1